CONC(CNC(C)=O)=O N-(2-(methoxy-amino)-2-oxoethyl)acetamide